ClC=1C=C(C(=NC1)OC)S(=O)(=O)NC1=C(C(=C(C=C1)F)C=1C=C2C=NC(=NC2=CC1)NC1CCC(CC1)N(C)CCOC)F 5-chloro-N-(2,4-difluoro-3-(2-(((1r,4r)-4-((2-methoxyethyl)(methyl)amino)cyclohexyl)amino)quinazolin-6-yl)phenyl)-2-methoxypyridine-3-sulfonamide